FC(OC1=C(C=CC(=C1)C1=NN(C=N1)CC1COC1)NC1=C(N=NC=C1)C(=O)NC([2H])([2H])[2H])F 4-((2-(difluoromethoxy)-4-(1-(oxetan-3-ylmethyl)-1H-1,2,4-triazol-3-yl)phenyl)amino)-N-(methyl-d3)pyridazine-3-carboxamide